CN(C(=S)Cl)C N,N-dimethylcarbamothioyl chloride